CC=1NC(=CC1C1=CC=C(C=C1)C1=NC=CC=C1)C1=CC=CC=C1 2-[4-(2-methyl-5-phenyl-1H-pyrrol-3-yl)phenyl]pyridine